CC(C)C1=C(C(=CC(=C1)C(C)C)C(C)C)O 2,4,6-tri(propan-2-yl)phenol